ClC=1C=C(C=CC1)N1N=CC(=C1)CO [1-(3-chlorophenyl)-1H-pyrazol-4-yl]methanol